N1=CC=C(C=C1)C=1SC(=CN1)C1=CC=CC2=CC=CC=C12 2-(4-pyridinyl)-5-naphthyl-thiazole